methyl 2-[(3R)-1-[(2R)-2-[4-(2-chloro-4-fluoro-phenyl)-2-oxo-chromen-7-yl]oxypropanoyl]pyrrolidin-3-yl]acetate ClC1=C(C=CC(=C1)F)C1=CC(OC2=CC(=CC=C12)O[C@@H](C(=O)N1C[C@H](CC1)CC(=O)OC)C)=O